C(C)(C)(C)OC(N[C@H](C(=O)NC=1C=NC=CC1C=O)[C@H](CC)C)=O ((2S,3S)-1-((4-formylpyridin-3-yl)amino)-3-methyl-1-oxopent-2-yl)carbamic acid tert-butyl ester